[2H]C([2H])([2H])C(C1=CC(=CC=C1)C(=O)C2=CC=CC=C2)C(=O)O ketoprofen-d3